N-(4-(4-(4,4-difluoropiperidin-1-yl)-7H-pyrrolo[2,3-d]pyrimidin-6-yl)phenyl)-4-hydroxypiperidine-4-carboxamide FC1(CCN(CC1)C=1C2=C(N=CN1)NC(=C2)C2=CC=C(C=C2)NC(=O)C2(CCNCC2)O)F